bis(2-ethylhexyl) phosphate choline ammonium salt [NH4+].OCC[N+](C)(C)C.P(=O)(OCC(CCCC)CC)(OCC(CCCC)CC)[O-].C(C)C(COP(=O)(OCC(CCCC)CC)[O-])CCCC